tert-butyl (3R,4S)-4-((8-cyclobutoxy-7-(1H-pyrazol-4-yl)-[1,2,4]triazolo[1,5-c]pyrimidin-2-yl) amino)-3-methylpiperidine-1-carboxylate C1(CCC1)OC=1C=2N(C=NC1C=1C=NNC1)N=C(N2)N[C@@H]2[C@@H](CN(CC2)C(=O)OC(C)(C)C)C